O=C(C(=O)OCC)CC(CCCCCC)=O ethyl 2,4-dioxodecanoate